COC=1C=C(C=CC1OC)C=1NC2=CC=C(C=C2C1C(C)C)C=1OC(=NN1)CN1CC2CNCC2C1 2-(2-(3,4-dimethoxyphenyl)-3-isopropyl-1H-indol-5-yl)-5-((hexahydropyrrolo[3,4-c]pyrrol-2(1H)-yl)methyl)-1,3,4-oxadiazole